C(CCCCCCCC(=O)O)(=O)O.C(CCCCCCCC(=O)O)(=O)O.[B] boron bisazelaic acid